(6S)-spiro[4,6-dihydrocyclopenta[d]thiazole-5,4'-piperidine]-6-amine hydrochloride Cl.N1CCC2(CC1)[C@@H](C1=C(N=CS1)C2)N